(S)-2-(4-(4-((1-(5-(3-cyano-5-fluorophenyl)-4,5-dihydro-1H-pyrazole-1-carbonyl)azetidin-3-yl)oxy)-5-fluoropyridin-2-yl)-3,5-dimethyl-1H-pyrazol-1-yl)acetamide C(#N)C=1C=C(C=C(C1)F)[C@@H]1CC=NN1C(=O)N1CC(C1)OC1=CC(=NC=C1F)C=1C(=NN(C1C)CC(=O)N)C